bis(cyclopentadienyl)-bis[2,6-difluoro-3-(2-(1-propyl-1-yl)ethyl)phenyl]titanium C1(C=CC=C1)[Ti](C1=C(C(=CC=C1F)CC=CCC)F)(C1=C(C(=CC=C1F)CC=CCC)F)C1C=CC=C1